C1(=CC=CC=C1)C(C(N)C1=CC=CC=C1)N (+-)-1,2-diphenylethylenediamine